tert-Butyl (3S)-3-[(1R)-2-[[3-(cyclobutylamino)-5-(1-piperidyl)benzoyl]amino]-1-hydroxy-ethyl]-7-[(4-methyloxazol-5-yl)methoxy]-3,4-dihydro-1H-isoquinoline-2-carboxylate C1(CCC1)NC=1C=C(C(=O)NC[C@@H](O)[C@H]2N(CC3=CC(=CC=C3C2)OCC2=C(N=CO2)C)C(=O)OC(C)(C)C)C=C(C1)N1CCCCC1